2-anilino-3-methyl-6-(N-isopentyl-N-ethylamino)fluorene N(C1=CC=CC=C1)C1=CC=2CC3=CC=C(C=C3C2C=C1C)N(CC)CCC(C)C